ClC1=NC=CC(=C1)CNC(=O)C1(CN(C(C1)=O)C1=CC=CC=C1)C N-[(2-chloropyridin-4-yl)methyl]-3-methyl-5-oxo-1-phenylpyrrolidine-3-carboxamid